1-[5-(Hydroxymethyl)-3-iodo-1-(oxolan-2-yl)-1H-pyrazolo[3,4-b]pyrazin-6-yl]-4-methyl-N-{[1,3]thiazolo[5,4-b]pyridin-6-yl}piperidine-4-carboximidamide OCC=1N=C2C(=NC1N1CCC(CC1)(C(NC=1C=C3C(=NC1)SC=N3)=N)C)N(N=C2I)C2OCCC2